1-[(2R,4S,5R)-4-[(tert-butyldimethylsilyl)oxy]-5-{[(tert-butyldimethylsilyl)oxy]methyl}-5-ethenyloxolan-2-yl]pyrimidin-2-one [Si](C)(C)(C(C)(C)C)O[C@H]1C[C@@H](O[C@]1(C=C)CO[Si](C)(C)C(C)(C)C)N1C(N=CC=C1)=O